OC1=C(CC2=C(C=CC(=C2)C)O)C=C(C=C1)C (2-hydroxy-5-methyl-benzyl)-4-methylphenol